N[C@H](C(=O)O)CC1=CN(C2=CC=C(C=C12)OC)CC(=O)O (S)-2-amino-3-(1-(carboxymethyl)-5-methoxy-1H-indol-3-yl)propanoic acid